C(CC(C)C)C=1C(C(C(=O)O)C=CC1OC)(O)CC(=O)C=1C=C(C=CC1)C1=CC(=CC=C1)C(F)(F)F 3-isopentyl-2-{2-[3'-trifluoromethyl-(1,1'-biphenyl)-3-yl]-2-oxoethyl}-4-methoxysalicylic acid